(3',5'-diphenyl-1,1':2',1''-terphenyl-3''-yl)-(4-phenanthren-9-yl-phenyl)-amine C1(=CC=CC=C1)C1=C(C(=CC(=C1)C1=CC=CC=C1)C1=CC=CC=C1)C1=CC(=CC=C1)NC1=CC=C(C=C1)C=1C2=CC=CC=C2C=2C=CC=CC2C1